oxacyclopentane-2,5-dione O1C(CCC1=O)=O